BrC1=NC=C(C=C1F)CN1CC(C1)C(C)(C)F 2-bromo-3-fluoro-5-((3-(2-fluoropropan-2-yl)azetidin-1-yl)methyl)pyridine